CN(CC(=O)O)C1=CC=CC=C1 N-methyl-phenyl-glycine